2,7-dichloro-8-fluoropyrido[4,3-d]pyrimidin ClC=1N=CC2=C(N1)C(=C(N=C2)Cl)F